bisdodecyl-acetone C(CCCCCCCCCCC)C(C(C)=O)CCCCCCCCCCCC